2-((1,3-dimethylpiperidin-3-yl)methoxy)-6,8-difluoro-7-(7-fluoro-8-((triisopropylsilyl)ethynyl)-3-((triisopropylsilyl)oxy)naphthalen-1-yl)quinazoline CN1CC(CCC1)(C)COC1=NC2=C(C(=C(C=C2C=N1)F)C1=CC(=CC2=CC=C(C(=C12)C#C[Si](C(C)C)(C(C)C)C(C)C)F)O[Si](C(C)C)(C(C)C)C(C)C)F